tert-butyl N-[(5-bromo-2-pyridyl)methyl]-N-methyl-carbamate BrC=1C=CC(=NC1)CN(C(OC(C)(C)C)=O)C